9-bromo-8-fluoro-2,3-diiodo-5,6-dihydrobenzo[f]imidazo[1,2-d][1,4]oxazepine BrC1=C(C2=C(C=3N(CCO2)C(=C(N3)I)I)C=C1)F